C(C)(C)(C)C=1C=C(C(=C(C1)C)O)C 4-tertiary butyl-2,6-xylenol